BrC=C(C1=CC=CC=C1)C1=CC=CC=C1 2-bromo-1,1-diphenylethylene